2-(3'-hexyl-2',6'-dimethoxyphenyl)-1,3,3-trimethylbicyclo[2.2.1]heptan-2-ol C(CCCCC)C=1C(=C(C(=CC1)OC)C1(C2(CCC(C1(C)C)C2)C)O)OC